6-fluoro-7-hydroxy-4-isopropyl-2-(o-tolyl)phthalazin-1(2H)-one FC=1C=C2C(=NN(C(C2=CC1O)=O)C1=C(C=CC=C1)C)C(C)C